C(C1=CC=CC=C1)N(S(=O)(=O)C=1C=C(C(=O)O)C=CC1)CC1=C(C=CC(=C1)[C@H](C(C)(C)C(=O)O)OCC=1N=NN(C1)CCOC)C (R)-3-(N-benzyl-N-(5-(2-carboxy-1-((1-(2-methoxyethyl)-1H-1,2,3-triazol-4-yl)methoxy)-2-methylpropyl)-2-methylbenzyl)sulfamoyl)benzoic acid